2-[1,2,4]Triazol-1-yl-ethanone N1(N=CN=C1)CC=O